[Na+].S(=O)(=O)([O-])OC1=CC=C(C[C@H](N)C(=O)[O-])C=C1.[Na+] O-Sulfo-L-tyrosine sodium salt